N-(1-(bicyclo[2.1.1]hexan-1-ylamino)hexan-2-yl)-2,4-dibromo-5-methoxybenzenesulfonamide C12(CCC(C1)C2)NCC(CCCC)NS(=O)(=O)C2=C(C=C(C(=C2)OC)Br)Br